CCCCCCCCCC(=O)OC[C@H](COP(=O)([O-])OCC[N+](C)(C)C)OC(=O)CCCCCCC/C=C\CCCCCC 1-decanoyl-2-(9Z-hexadecenoyl)-sn-glycero-3-phosphocholine